CC(C)(C)[S@@](=O)N=CC1=CC=C(C=C1)C=1N(C=C(N1)C(F)(F)F)C (R)-2-methyl-N-(4-(1-methyl-4-(trifluoromethyl)-1H-imidazol-2-yl)benzylidene)propane-2-sulfinamide